N1N=C(C=C1C(=O)O)C(=O)O 3,5-pyrazoledicarboxylic acid